ClC=1C=C2C(=NC(=NC2=C(C1C1=CC=CC2=C1N=C(S2)NC(OC(C)(C)C)=O)F)OC[C@H]2N(CCC2)C)SC tert-butyl (4-(6-chloro-8-fluoro-2-(((S)-1-methyl pyrrolidin-2-yl)methoxy)-4-(methylthio)quinazolin-7-yl)benzo[d]thiazol-2-yl)carbamate